CS(=O)(=O)C1=CC=C(C=C1)C(C(=O)O)=C (4-(methylsulfonyl)phenyl)acrylic acid